ClC1=C(C(=CC=C1F)F)CC(=O)NC1=CC(=C(C=C1)N1N=CC(=C1)C#N)S(N)(=O)=O 2-(2-Chloro-3,6-difluorophenyl)-N-[4-(4-cyano-1H-pyrazol-1-yl)-3-sulfamoylphenyl]acetamide